ClC1=C(CN)C=CC=C1 2-chlorobenzylamine